2-(2-(ethylsulfanyl)-5-phenylpyrazolo[1,5-a]pyrimidin-3-yl)-3-methyl-6-(trifluoromethyl)-3H-imidazo[4,5-c]pyridine C(C)SC1=NN2C(N=C(C=C2)C2=CC=CC=C2)=C1C1=NC2=C(C=NC(=C2)C(F)(F)F)N1C